N-(2'-(2-methoxyphenyl-amino)-4-methyl-5,5'-bithiazol-2-yl)benzamide COC1=C(C=CC=C1)NC=1SC(=CN1)C1=C(N=C(S1)NC(C1=CC=CC=C1)=O)C